6-phenyl-1H-pyrrolo[2,3-b]pyridine-2-carboxylic acid C1(=CC=CC=C1)C1=CC=C2C(=N1)NC(=C2)C(=O)O